C(C)(C)(C)C1=CC=2C(=NC(=CN2)[C@@H]2CCC[C@H]([C@@H](N2)COC2=NC(=NC(=C2)C2=C(C=CC=C2C)C)NS(=O)(=O)C=2C=C(C(=O)O)C=CC2)C2CC2)N1C 3-[[4-[[(2R,3S,7S)-7-(6-tert-butyl-5-methyl-pyrrolo[2,3-b]pyrazin-3-yl)-3-cyclopropyl-azepan-2-yl]methoxy]-6-(2,6-dimethylphenyl)pyrimidin-2-yl]sulfamoyl]benzoic acid